2-((4-(trifluoromethyl)phenyl)ethynyl)aniline FC(C1=CC=C(C=C1)C#CC1=C(N)C=CC=C1)(F)F